BrC(CO)CCCBr 2,5-dibromopentanol